N-[2-amino-5-(2,3,5,6-tetradeuterio-4-fluoro-phenyl)phenyl]-4-(methylsulfonimidoyl)benzamide NC1=C(C=C(C=C1)C1=C(C(=C(C(=C1[2H])[2H])F)[2H])[2H])NC(C1=CC=C(C=C1)S(=O)(=N)C)=O